CC1(N(CC=C(C1)OS(=O)(=O)C(F)(F)F)C(=O)OC(C)(C)C)C tert-butyl 2,2-dimethyl-4-(((trifluoromethyl)sulfonyl)oxy)-3,6-dihydropyridine-1(2H)-carboxylate